5-pregnen-3β,17-diol diacetate C(C)(=O)O[C@@H]1CC2=CC[C@H]3[C@@H]4CC[C@](CC)([C@]4(CC[C@@H]3[C@]2(CC1)C)C)OC(C)=O